4-((1R,5S)-3,8-diazabicyclo[3.2.1]octan-3-yl)-8-fluoro-2-((tetrahydro-1H-pyrrolizin-7a(5H)-yl)methoxy)-7-(2-(trifluoromethoxy)phenyl)pyrido[4,3-d]pyrimidine bis-hydrochloride Cl.Cl.[C@H]12CN(C[C@H](CC1)N2)C=2C1=C(N=C(N2)OCC23CCCN3CCC2)C(=C(N=C1)C1=C(C=CC=C1)OC(F)(F)F)F